ClC1=NC=C(C(=N1)NCCCN(C)C)C1CC1 N1-(2-chloro-5-cyclopropylpyrimidin-4-yl)-N3,N3-dimethylpropan-1,3-diamine